FC(COC1CN(C1)CCC)F (S)-1-(3-(2,2-difluoroethoxy)azetidine-1-yl)propane